ClC1=C2C(=NC=C1OC=1C=NN3C1C=CC(=C3)C#N)N=C(N2C)NC=2C(N(C=C(C2)C(F)(F)F)C)=O 3-((7-chloro-1-methyl-2-((1-methyl-2-oxo-5-(trifluoromethyl)-1,2-dihydropyridin-3-yl)amino)-1H-imidazo[4,5-b]pyridin-6-yl)oxy)pyrazolo[1,5-a]pyridine-6-carbonitrile